4-amino-5-((2',6-bis(difluoromethyl)-[2,4'-bipyridyl]-5-yl)oxy)-2,4-dimethyl-Pentan-2-ol NC(CC(C)(O)C)(COC=1C=CC(=NC1C(F)F)C1=CC(=NC=C1)C(F)F)C